methyl 3-[(1,3-dimethylpyrazol-4-yl)amino]-5-(methylamino)-6-(3-methylimidazo[4,5-c]pyridin-7-yl)pyrazine-2-carboxylate CN1N=C(C(=C1)NC=1C(=NC(=C(N1)NC)C=1C2=C(C=NC1)N(C=N2)C)C(=O)OC)C